6,6-dimethyl-3-azabicyclo[3.1.0]hexane-2-carboxylate hydrochloride salt Cl.CC1(C2CNC(C12)C(=O)O)C